(1R,2R)-3-amino-1-(2-bromo-4-fluorophenyl)-1-(3-fluorophenyl)propan-2-ol NC[C@@H]([C@H](C1=CC(=CC=C1)F)C1=C(C=C(C=C1)F)Br)O